IC=1C=C(CC2C[C@H](NC2)C(=O)O)C=CC1 gamma-(3-iodo-benzyl)-proline